N-({4-[2-(3-fluorophenyl)-1,3-thiazole-4-sulfonyl]phenyl}methyl)imidazo[1,2-a]pyrimidine-6-carboxamide FC=1C=C(C=CC1)C=1SC=C(N1)S(=O)(=O)C1=CC=C(C=C1)CNC(=O)C=1C=NC=2N(C1)C=CN2